C(C1=CC=CC=C1)OC=1C=C(C=CC1)C(C)NC1=NC(=NC2=CC(=C(C=C12)OC)OC)C N-{1-[3-(benzyloxy)phenyl]ethyl}-6,7-dimethoxy-2-methylquinazolin-4-amine